ClC1=C(C(=CC=2N(C(=NC21)C)C)CC)C2=CC=CN1C(=CC=C21)C(=O)C2=CC(=C(C(=C2)F)NC(\C=C\CNC2CCC(CC2)OC)=O)F (E)-N-(4-(8-(4-chloro-6-ethyl-1,2-dimethyl-1H-benzo[d]imidazol-5-yl)indolizine-3-carbonyl)-2,6-difluorophenyl)-4-(((1r,4r)-4-methoxycyclohexyl)amino)but-2-enamide